methyl (2R)-2-amino-2-phenylacetate N[C@@H](C(=O)OC)C1=CC=CC=C1